2-(2-benzothiazol-6-yl-benzoimidazol-1-yl)-2,N-dicyclohexyl-acetamide S1C=NC2=C1C=C(C=C2)C2=NC1=C(N2C(C(=O)NC2CCCCC2)C2CCCCC2)C=CC=C1